FC([C@H]1C[C@H](NC1)CCNC(O[C@H]1[C@H](NC[C@@H]1O)CC1=CC=C(C=C1)C1=CN=CO1)=O)(F)F (2R,3S,4S)-4-hydroxy-2-{[4-(1,3-oxazol-5-yl)phenyl]methyl}pyrrolidin-3-yl N-{2-[(2S,4S)-4-(trifluoromethyl)pyrrolidin-2-yl]ethyl}carbamate